[N].[N+](=O)([O-])C=1C=C(C=CC1OCC1CCN(CC1)C1COC1)S(=O)(=O)NC(C1=C(C=CC=C1)OC=1C=C2C(=NC1)NC=C2)=O N-({3-nitro-4-[(1-oxetan-3-ylpiperidin-4-yl)methoxy]phenyl}sulfonyl)-2-(1H-pyrrolo[2,3-b]pyridin-5-yloxy)benzamide nitrogen